1-(2,6-dichlorophenyl)-4-((4-(5-ethyl-1H-tetrazol-1-yl)phenyl)amino)-1H-pyrazole-3-carboxamide ClC1=C(C(=CC=C1)Cl)N1N=C(C(=C1)NC1=CC=C(C=C1)N1N=NN=C1CC)C(=O)N